1-(2-chloro-6-fluorophenyl)-4-cyclopropyl-5-(iodomethyl)-1H-pyrazole ClC1=C(C(=CC=C1)F)N1N=CC(=C1CI)C1CC1